C=C1OC(=O)C2=CC=CC3=C2C(=CC=C3)C(=O)O1 ethylene naphthalate